C(C)(C)(C)OC(=O)N1CCC(CC1)NC1=C2C=CC=NC2=C(C=C1)C(NC)=O 4-((8-(methylcarbamoyl)quinolin-5-yl)amino)piperidine-1-carboxylic acid tert-butyl ester